NC1=C(C=NN1C(C)(C)CC)C(=O)NCC#CC1(C=CC=C2N1NC=C2CC(CF)(CF)CF)N[C@H]2[C@H](CN(CC2)C)F 5-amino-N-[3-(7-{[(3S,4R)-3-fluoro-1-methylpiperidin-4-yl]amino}-3-(2,2,2-trifluoromethylethyl)pyrazolo[1,5-a]pyridin-7-yl)prop-2-yn-1-yl]-1-tert-pentyl-1H-pyrazole-4-carboxamide